C(C)(C)(C)OC(=O)N1CCC(CC1)C1=CN(C2=CC=C(C=C12)Cl)C1CC1 4-(5-chloro-1-cyclopropyl-1H-indol-3-yl)piperidine-1-carboxylic acid tert-butyl ester